S1C=NC=C1C1=CC=C(C=O)C=C1 4-(thiazol-5-yl)benzaldehyde